ClC1=C2C=C(NC2=CC=C1)CN1C(N(C=2N=C(N(C2C1=O)C)NC1=CC=CC(=N1)[C@H]1[C@@H](C1)C(=O)O)C)=O |r| (±)-trans-2-[6-[[1-[(4-chloro-1H-indol-2-yl)methyl]-3,7-dimethyl-2,6-dioxo-purin-8-yl]amino]-2-pyridyl]cyclopropanecarboxylic acid